((1s,3s)-3-Hydroxy-3-methylcyclobutyl)(7-((6-(trifluoromethyl)pyridin-2-yl)oxy)-2-azaspiro[3.5]nonan-2-yl)methanone OC1(CC(C1)C(=O)N1CC2(C1)CCC(CC2)OC2=NC(=CC=C2)C(F)(F)F)C